C12CN(CC(O1)C2)C2=NN(C1=C2C=NC(=C1)NC(CC)=O)C1=NC(=NC(=C1)CC)C(C)(F)F N-(3-(6-oxa-3-azabicyclo[3.1.1]heptan-3-yl)-1-(2-(1,1-difluoroethyl)-6-ethylpyrimidin-4-yl)-1H-pyrazolo[4,3-c]pyridin-6-yl)propionamide